ClC1=C(CNC(=O)[C@]2(C=3C=CC=NC3C(CC2)=O)F)C(=CC(=C1)Cl)CO (S)-N-(2,4-dichloro-6-(hydroxymethyl)benzyl)-5-fluoro-8-oxo-5,6,7,8-tetrahydroquinoline-5-carboxamide